4-(5-methoxy-6-vinyl-isoindolin-2-yl)-4-oxo-butanoic acid ethyl ester C(C)OC(CCC(=O)N1CC2=CC(=C(C=C2C1)OC)C=C)=O